C(C)O[C@@H]1CN(CC[C@H]1OC1=NC=C(C=C1)C(F)(F)F)C1=CC(N(C=2C=CC(=NC12)C#N)C)=O trans-8-(3-Ethoxy-4-((5-(trifluoromethyl)pyridin-2-yl)oxy)piperidin-1-yl)-5-methyl-6-oxo-5,6-dihydro-1,5-naphthyridin-2-carbonitril